(6-ethynylpyridin-2-yl)-N2-isopropyl-N4-(3-(methylsulfonyl)phenyl)-1,3,5-triazine-2,4-diamine C(#C)C1=CC=CC(=N1)C1=NC(=NC(=N1)NC(C)C)NC1=CC(=CC=C1)S(=O)(=O)C